ClC1=NC=C(C(=N1)C=1C=NN(C1)C1=CC(NC=C1)=O)Cl 4-[4-(2,5-dichloropyrimidin-4-yl)pyrazol-1-yl]-1H-pyridin-2-one